[4-({(3-methoxy-2-methylbenzyl) [1-(tetrahydro-2H-pyran-2-yl)-1H-indazol-6-yl] amino} carbonyl)-1,5-dimethyl-1H-pyrrol-2-yl]-4-nitrobenzoate COC=1C(=C(CN(C(=O)C=2C=C(N(C2C)C)OC(C2=CC=C(C=C2)[N+](=O)[O-])=O)C2=CC=C3C=NN(C3=C2)C2OCCCC2)C=CC1)C